(S)-4-(2-(4-Benzylthiazol-2-yl)-2-pivalamidoethyl)phenylsulfamic acid C(C1=CC=CC=C1)C=1N=C(SC1)[C@H](CC1=CC=C(C=C1)NS(O)(=O)=O)NC(C(C)(C)C)=O